SCCCCCSCC(CS)SCCCCCS 1,2-bis-(5'-mercaptopentylthio)-3-mercaptopropane